2-((3aR,5S,6aR)-2,2-Dimethyltetrahydrofuro[2,3-d][1,3]dioxol-5-yl)propan-2-yl 2,2,2-trifluoroacetate FC(C(=O)OC(C)(C)[C@@H]1C[C@@H]2[C@@H](OC(O2)(C)C)O1)(F)F